CN1C(N(C(C=2C1=NC(=NC2)C2=CC=C(C=C2)C)=O)CC(=O)NCC=2SC=CC2)=O 1,4-Dihydro-1-methyl-7-(4-methylphenyl)-2,4-dioxo-N-(2-thienylmethyl)pyrimido[4,5-d]pyrimidine-3(2H)-acetamide